3-(5,7-difluoro-4-oxo-6-(prop-1-yn-1-yl)-1,4-dihydroquinolin-2-yl)-4-(methylsulfonyl)benzonitrile FC1=C2C(C=C(NC2=CC(=C1C#CC)F)C=1C=C(C#N)C=CC1S(=O)(=O)C)=O